NC=1C2=C(N=CN1)N(C=C2C2=CC=C(C=C2)NC(=O)C2=NN(C=C(C2=O)C2=CC=C(C=C2)F)C(C)C)CC(F)(F)F N-(4-(4-amino-7-(2,2,2-trifluoroethyl)-7H-pyrrolo[2,3-d]pyrimidin-5-yl)phenyl)-5-(4-fluorophenyl)-1-isopropyl-4-oxo-1,4-dihydropyridazine-3-carboxamide